[K+].[Li+].P(=O)(OC(C)=O)([O-])[O-] acetyl phosphate lithium potassium salt